tert-butyl 3-methyl-6-(2-methyl-1,3-benzothiazol-5-yl)-3,4-dihydro-2H-pyridine-1-carboxylate CC1CN(C(=CC1)C=1C=CC2=C(N=C(S2)C)C1)C(=O)OC(C)(C)C